(R)-4'-((1-(3-(1,1-difluoro-2-hydroxy-2-methylpropyl)-2-fluorophenyl)ethyl)amino)-2',8'-dimethylspiro[cyclopentane-1,6'-pyrrolo[3,2-g]quinazoline]-7'(8'H)-one FC(C(C)(C)O)(F)C=1C(=C(C=CC1)[C@@H](C)NC1=NC(=NC2=CC3=C(C=C12)C1(C(N3C)=O)CCCC1)C)F